2,5-dihydro-3-methoxybenzene COC=1CC=CCC1